6'-((1S,2S)-2-(6-(2,4-dimethoxypyrimidin-5-yl)imidazo[1,2-b]pyridazin-8-yl)cyclopropyl)-1'-(2,2,2-trifluoroethyl)spiro[cyclopropane-1,3'-indolin]-2'-one COC1=NC=C(C(=N1)OC)C=1C=C(C=2N(N1)C=CN2)[C@@H]2[C@H](C2)C2=CC=C1C3(C(N(C1=C2)CC(F)(F)F)=O)CC3